C(C)(=O)NC1=CC=C(C=C1)NC(C1=C(N=CC(=C1)C1=CC=C(C=C1)N)N)=O N-(4-acetylaminophenyl)-2-amino-5-(4-aminophenyl)nicotinamide